C(C)[C@H]1OC2=CC3=CN(N=C3C=C2CNC1)C (R)-6-ethyl-2-methyl-6,7,8,9-tetrahydro-2H-[1,4]oxazepino[7,6-f]indazole